tert-Butyl 2-(2,4-dioxo-1,3-diazepan-1-yl)thiazole-5-carboxylate O=C1N(CCCC(N1)=O)C=1SC(=CN1)C(=O)OC(C)(C)C